2-(2-4-Methoxyphenylethyl)-2H-indazole-5-carboxylic acid methyl ester COC(=O)C1=CC2=CN(N=C2C=C1)CCC1=CC=C(C=C1)OC